BrC1=C(C=C(C(=O)N2CC=3N=C(N(C(C3CC2C)=O)C2=NC=C(C=N2)NC)N2N=C(C=C2C)C)C=C1)C(F)(F)F 7-(4-bromo-3-(trifluoromethyl)benzoyl)-2-(3,5-dimethyl-1H-pyrazol-1-yl)-6-methyl-3-(5-(methylamino)pyrimidin-2-yl)-5,6,7,8-tetrahydropyrido[3,4-d]pyrimidin-4(3H)-one